1-ethyl-1,2-ethylenediamine C(C)C(CN)N